C(C)(C)(C)OC(=O)N([C@H](\C=C/1\C(N(CC1)C(=O)OC(C)(C)C)=O)C)C tert-butyl (S,E)-3-(2-((tert-butoxycarbonyl)(methyl)amino)propylidene)-2-oxopyrrolidine-1-carboxylate